(R)-3-(4-(2-(2-methyltetrazol-5-yl)pyridine-5-yl)-3-fluorophenyl)-5-hydroxymethyl-oxazolidin-2-one phosphate P(=O)(O)(O)O.CN1N=C(N=N1)C1=NC=C(C=C1)C1=C(C=C(C=C1)N1C(O[C@H](C1)CO)=O)F